4-pyridinemethylamine iodine [I].N1=CC=C(C=C1)CN